BrC=1C=C(C(=NC1)N)C=1OC(=CN1)C1=CC=C(C=C1)Cl 5-bromo-3-(5-(4-chlorophenyl)oxazol-2-yl)pyridin-2-amine